2-amino-3-iodo-N-methyl-N-((5S)-2-(trifluoromethyl)-5,8-dihydro-6H-pyrano[3,4-b]pyridin-5-yl)-6-quinolinecarboxamide NC1=NC2=CC=C(C=C2C=C1I)C(=O)N([C@@H]1COCC2=NC(=CC=C21)C(F)(F)F)C